5-(2-methoxyvinyl)uridine COC=CC=1C(NC(N([C@H]2[C@H](O)[C@H](O)[C@@H](CO)O2)C1)=O)=O